diethylene glycol mono-n-butyl ether 2-ethylhexanoate C(C)C(C(=O)OCCOCCOCCCC)CCCC